C(C)(C)C=1N(N=C2C=CC(=CC12)C1=NC(=NC=C1)C1(CC=C2C(=NC=NC2=C1)NC1CCN(CC1)C)N)C 7-(4-(3-isopropyl-2-methyl-2H-indazol-5-yl)pyrimidin-2-yl)-N4-(1-methylpiperidin-4-yl)quinazoline-4,7-diamine